N-[4-(9-phenyl-9H-carbazol-3-yl)phenyl]-N-(1,1':3',1''-terphenyl-4-yl)-9,9-dimethyl-9H-fluorene-2-Amine C1(=CC=CC=C1)N1C2=CC=CC=C2C=2C=C(C=CC12)C1=CC=C(C=C1)N(C1=CC=2C(C3=CC=CC=C3C2C=C1)(C)C)C1=CC=C(C=C1)C1=CC(=CC=C1)C1=CC=CC=C1